N-(3-cyano-4-methyl-2-nitrophenyl)acetamide C(#N)C=1C(=C(C=CC1C)NC(C)=O)[N+](=O)[O-]